The molecule is a cholesterol ester in which the acyl group is specified as (4Z,7Z,10Z,13Z,16Z,19Z)-docosahexaenoyl. It has a role as a mouse metabolite. It derives from an all-cis-docosa-4,7,10,13,16,19-hexaenoic acid. CC/C=C\\C/C=C\\C/C=C\\C/C=C\\C/C=C\\C/C=C\\CCC(=O)O[C@H]1CC[C@@]2([C@H]3CC[C@]4([C@H]([C@@H]3CC=C2C1)CC[C@@H]4[C@H](C)CCCC(C)C)C)C